2-((2S,4R)-4-methyl-2-phenylpiperidin-1-yl)-N-((E)-3-(methylsulfonyl)allyl)acetamide C[C@H]1C[C@H](N(CC1)CC(=O)NC\C=C\S(=O)(=O)C)C1=CC=CC=C1